lithium 5-(8-(6-acetyl-3-(tetrahydro-2H-pyran-4-yl)-4,5,6,7-tetrahydro-1H-pyrazolo[3,4-c]pyridin-1-yl)isoquinolin-3-yl)picolinic acid C(C)(=O)N1CC2=C(CC1)C(=NN2C=2C=CC=C1C=C(N=CC21)C=2C=CC(=NC2)C(=O)O)C2CCOCC2.[Li]